1-(1-(((tert-butyldiphenylsilyl)oxy)methyl)cyclopropyl)ethan-1-ol [Si](C1=CC=CC=C1)(C1=CC=CC=C1)(C(C)(C)C)OCC1(CC1)C(C)O